5,7-di-tert-butyl-3-[4-(2-stearoyloxyethoxy)phenyl]-benzofuran-2-one C(C)(C)(C)C=1C=C(C2=C(C(C(O2)=O)C2=CC=C(C=C2)OCCOC(CCCCCCCCCCCCCCCCC)=O)C1)C(C)(C)C